O[C@@H](C=O)[C@@H]([C@@H]([C@@H](CO)O)O)O (2R,3R,4R,5R)-2,3,4,5,6-pentahydroxyhexanal